ClC=1C=NC(=C(C(=O)NC2CCC(CC2)CN2C(N(C3=C2C=CC=C3)C3=NC(=CC=C3)N3C(NCC3)=O)=O)C1)C(F)F 5-chloro-2-(difluoromethyl)-N-((1r,4r)-4-((2-oxo-3-(6-(2-oxoimidazolidin-1-yl)pyridin-2-yl)-2,3-dihydro-1H-benzo[d]imidazol-1-yl)methyl)cyclohexyl)nicotinamide